N1=C(N=CC=C1)Br pyrimidyl bromide